[Ag].C(C1=CN=CC=C1)(=O)O nicotinic acid silver